ClC1=C(C=O)C=CC(=C1)OC1=C(C=CC=C1)OC 2-chloro-4-(2-methoxyphenoxy)benzaldehyde